C(C)N1CCC2(C[C@@H]2C(=O)N[C@@H](CCCCCC(CC)=O)C=2OC(=CN2)C=2C(=NC3=CC=CC=C3C2)OC)CC1 (S)-6-ethyl-N-((S)-1-(5-(2-methoxyquinolin-3-yl)oxazol-2-yl)-7-oxononyl)-6-azaspiro[2.5]octane-1-carboxamide